N2-(4-Methoxybenzyl)pyridine-2,3-diamine COC1=CC=C(CNC2=NC=CC=C2N)C=C1